C(C)C1=CC=C(C=C1)NC=1OC2=C(N1)C=C(C=C2)N N-(4-ethylphenyl)benzo[d]oxazole-2,5-diamine